N-[5-[4-(dimethylsulfamoyl)phenyl]-2-methyl-[1,2,4]triazolo[1,5-c]pyrimidin-7-yl]acetamide CN(S(=O)(=O)C1=CC=C(C=C1)C1=NC(=CC=2N1N=C(N2)C)NC(C)=O)C